C1(CCCCC1CO)CO cyclohexane-1,6-dimethanol